water copper vanadium magnesium [Mg].[V].[Cu].O